FC1=CC=C(C=C1)C(N1C[C@@H](N(C[C@H]1C)C1=CC(N(C=2C=CC(=NC12)C#N)C)=O)C)C=1N=C(SC1)C(F)(F)F 8-[(2S,5R)-4-((4-fluorophenyl)(2-(trifluoromethyl)thiazol-4-yl)methyl)-2,5-dimethylpiperazin-1-yl]-5-methyl-6-oxo-5,6-dihydro-1,5-naphthyridine-2-carbonitrile